C[N+](CCCCCCCC)(CCCCCCCC)CCCCCCCC methyltri-n-octylammonium